C(#N)C=1C=C(C=C(C1)F)[C@@H]1CC=NN1C(=O)N1CCN(CC1)C1=NC=CC(=N1)N1N=C(C(=C1C)C#N)C (S)-1-(2-(4-(5-(3-cyano-5-fluorophenyl)-4,5-dihydro-1H-pyrazole-1-carbonyl)piperazin-1-yl)pyrimidin-4-yl)-3,5-dimethyl-1H-pyrazole-4-carbonitrile